(2R,3R,11bR)-9-(3-fluoropropoxy)-10-methoxy-1,3,4,6,7,11b-hexahydro-2H-pyrido[2,1-a]isoquinolin-2-ol FCCCOC=1C=C2CCN3[C@@H](C2=CC1OC)C[C@@H](CC3)O